3-((3-bromophenyl)(3-(trifluoromethoxy)cyclobutyl)methyl)-4-methyl-4H-1,2,4-triazole BrC=1C=C(C=CC1)C(C1=NN=CN1C)C1CC(C1)OC(F)(F)F